4-(4-chlorophenyl)-5-thioxo-1,2,4-triazolidin-3-one ClC1=CC=C(C=C1)N1C(NNC1=S)=O